C(=CCO)O 1,3-propendiol